C(#N)C=1C(=NC(=CC1)C1CC1)SCC(=O)NC1=CC=C(C=C1)F 2-((3-cyano-6-cyclopropylpyridin-2-yl)thio)-N-(4-fluorophenyl)acetamide